NC=1C=2N(C3=CC(=C(C=C3N1)F)C(=O)N([C@@H]1COC3=C1C=CC(=C3)C(F)(F)F)C=3C=NN(C3)C)C=NC2 (S)-4-amino-7-fluoro-N-(1-methyl-1H-pyrazol-4-yl)-N-(6-(trifluoromethyl)-2,3-dihydrobenzofuran-3-yl)imidazo[1,5-a]quinoxaline-8-carboxamide